C(C)OC(\C=C/1\CC2(CC1)CCN(CC2)C(=O)OC(C)(C)C)=O tert-butyl (E)-2-(2-ethoxy-2-oxoethylidene)-8-azaspiro[4.5]decane-8-carboxylate